(2S)-4-(4-bromo-3-methyl-2-nitrophenylamino)butane-1,2-diol BrC1=C(C(=C(C=C1)NCC[C@@H](CO)O)[N+](=O)[O-])C